FC1=C(OCC(=O)NCCOCCOCCOCCNC(COC2=C3C(N(C(C3=CC=C2)=O)C2C(NC(CC2)=O)=O)=O)=O)C(=CC=C1F)C=1N=C(SC1)N1CCOCC1 2-(2,3-Difluoro-6-(2-morpholinothiazol-4-yl)phenoxy)-N-(1-((2-(2,6-dioxopiperidin-3-yl)-1,3-dioxoisoindolin-4-yl)oxy)-2-oxo-6,9,12-trioxa-3-aza-tetradecan-14-yl)acetamide